2,5-dimethyl-N-[(5-phenyl-1,3,4-thiadiazol-2-yl)methyl]furan-3-carboxamide CC=1OC(=CC1C(=O)NCC=1SC(=NN1)C1=CC=CC=C1)C